4-(phenylethynyl)anisole C1(=CC=CC=C1)C#CC1=CC=C(C=C1)OC